(R)-N-(1-(2-chloro-6-fluoro-3-methoxyphenyl)-1,4,5,7-tetrahydropyrano[3,4-c]pyrazol-4-yl)-4,5,6,7-tetrahydro-1H-indazole-3-carboxamide ClC1=C(C(=CC=C1OC)F)N1N=CC2=C1COC[C@@H]2NC(=O)C2=NNC=1CCCCC21